tert-butyl 2-((diphenylmethylene)amino)-3-(pyridin-4-yl)propanoate C1(=CC=CC=C1)C(C1=CC=CC=C1)=NC(C(=O)OC(C)(C)C)CC1=CC=NC=C1